COC(C(N)(OC)OC)C1=CC=CC=C1 trimethoxy-phenethylamine